ClC=1C=C2C(=CC1)NC(C21CCN(CC1)CCOC1=CC2=C(N(C(O2)=O)C)C=C1)=O 5-chloro-1'-{2-[(3-methyl-2-oxo-2,3-dihydro-1,3-benzoxazol-6-yl)oxy]ethyl}-1,2-dihydrospiro[indole-3,4'-piperidin]-2-one